4,4'-Dihydroxy-biphenyl OC1=CC=C(C=C1)C1=CC=C(C=C1)O